ethene-1,2-diylbis(benzene-5,3,1-triyl) tetraacetate C(C)(=O)OC=1C=C(C=C(C1)C=CC=1C=C(C=C(C1)OC(C)=O)OC(C)=O)OC(C)=O